acetyl-carnitin C(C)(=O)C(O)(C[N+](C)(C)C)CC([O-])=O